isopropyl 4-(((3R,6S)-1-propenoyl-6-methylpiperidin-3-yl) amino)-7H-pyrrolo[2,3-d]pyrimidine-5-carboxylate C(C=C)(=O)N1C[C@@H](CC[C@@H]1C)NC=1C2=C(N=CN1)NC=C2C(=O)OC(C)C